2-{4-[2-(5-methyl-3-trifluoromethyl-pyrazol-1-yl)-acetyl]-piperazin-1-yl}-5,6-dihydro-4H-benzothiazol-7-one oxime CC1=CC(=NN1CC(=O)N1CCN(CC1)C=1SC2=C(N1)CCCC2=NO)C(F)(F)F